(S)-tert-Butyl 4-(6,7-dichloro-1-(2-isopropylphenyl)-2-oxo-1,2-dihydropyrido[2,3-d]pyrimidin-4-yl)-3-methylpiperazine-1-carboxylate ClC1=CC2=C(N(C(N=C2N2[C@H](CN(CC2)C(=O)OC(C)(C)C)C)=O)C2=C(C=CC=C2)C(C)C)N=C1Cl